N[C@@]1(CN(C[C@H]1CCCB1OC(C(O1)(C)C)(C)C)S(NC(N(CC1=CC=CC=C1)CC1=CC=CC=C1)=O)(=O)=O)C(=O)O |r| (racemic)-trans-3-amino-1-(N-(dibenzylcarbamoyl)sulfamoyl)-4-(3-(4,4,5,5-tetramethyl-1,3,2-dioxaborolan-2-yl)propyl)pyrrolidine-3-carboxylic acid